trisodium N,N-dicarboxymethylalaninate C(=O)(O)CN([C@@H](C)C(=O)[O-])CC(=O)O.[Na+].[Na+].[Na+].C(=O)(O)CN([C@@H](C)C(=O)[O-])CC(=O)O.C(=O)(O)CN([C@@H](C)C(=O)[O-])CC(=O)O